O[C@@H]1C[C@H](N(C1)C([C@H](C(C)C)C1=CC(=NO1)N1CCNCC1)=O)C(=O)N[C@@H](C)C1=CC=C(C=C1)C1=C(N=CS1)C (2S,4R)-4-hydroxy-1-((R)-3-methyl-2-(3-(piperazin-1-yl)isoxazol-5-yl)butanoyl)-N-((S)-1-(4-(4-methylthiazol-5-yl)phenyl)ethyl)pyrrolidine-2-carboxamide